OC1=C(C=C(C(=C1)CCCCCCCCCCCC)O)S(=O)(=O)[O-].[Na+] sodium 2,5-dihydroxy-4-n-dodecylbenzenesulfonate